NC=1C=C2C=CC=C3CC(C(C1)=C32)=O 7-aminoacenaphthylen-1(2H)-one